C1(CCCC1)C1=CC(N(N=C1C)CC1=C(C(=CC=C1C)OC)C)=S 5-cyclopentyl-2-(3-methoxy-2,6-dimethylbenzyl)-6-methylpyridazine-3(2H)-thione